C(#N)C12CC(C1)(C2)C(=O)NC=2C(=CC(=NC2)C=2N=NN(C2NC(O[C@H](C)C=2C(=NC=CC2)Cl)=O)C)F (R)-1-(2-chloropyridin-3-yl)ethyl (4-(5-(3-cyanobicyclo[1.1.1]pentane-1-carboxamido)-4-fluoropyridin-2-yl)-1-methyl-1H-1,2,3-triazol-5-yl)carbamate